OC1OC=2CCCC(C2[C@@H](C1)C)=O (4R)-2-hydroxy-4-methyl-2,3,4,6,7,8-hexahydro-5H-chromen-5-one